2-(6-(((1S,3S)-3-aminocyclopentyl)amino)pyridin-3-yl)-4-methylpyridazin-3(2H)-one hydrochloride Cl.N[C@@H]1C[C@H](CC1)NC1=CC=C(C=N1)N1N=CC=C(C1=O)C